(2r,5r)-3-(4-amino-2-fluorophenylethyl)-2-(1-(4-fluorophenyl)-3-(furan-3-yl)-1H-pyrazol-4-yl)-5-methyl-oxazolidin-4-one NC1=CC(=C(C=C1)CCN1[C@H](O[C@@H](C1=O)C)C=1C(=NN(C1)C1=CC=C(C=C1)F)C1=COC=C1)F